FC1=C(C(=CC=C1)F)C1=CC(=CC2=C1C(=NO2)N2C(N1[C@H](CC2)C([C@@H](C1)NS(=O)(=O)C)(F)F)=O)C N-{(4aR,6R)-2-[4-(2,6-difluorophenyl)-6-methyl-1,2-benzoxazol-3-yl]-5,5-difluoro-1-oxooctahydropyrrolo[1,2-c]pyrimidin-6-yl}methanesulfonamide